FC(C1=NC(=NO1)C=1C=CC(=NC1)CNC1=NC=CN=C1)(F)F N-({5-[5-(trifluoromethyl)-1,2,4-oxadiazol-3-yl]pyridin-2-yl}methyl)pyrazin-2-amine